CC=1OC(=CN1)CN1N=C(C=CC1=O)C=1C=NC(=NC1)OCC(F)(F)F 2-((2-methyloxazol-5-yl)methyl)-6-(2-(2,2,2-trifluoroethoxy)pyrimidin-5-yl)pyridazin-3(2H)-one